N-[3-[[2-[3-cis-(trifluoromethoxy)cyclobutoxy]acetyl]amino]-1-bicyclo[1.1.1]pentanyl]acetamide FC(OC1(CCC1)OCC(=O)NC12CC(C1)(C2)NC(C)=O)(F)F